(3z,6z)-3-benzylidene-6-[(5-tert-butyl-1H-imidazol-4-yl)deutero-methylene]piperazine-2,5-dione C(/C1=CC=CC=C1)=C/1\C(N\C(\C(N1)=O)=C(\[2H])/C=1N=CNC1C(C)(C)C)=O